C(C1=CC=CC=C1)N1C(C=2N(C3=CC=CC=C3C2C[C@@H]1C(=O)OC)C(=O)OC(C)(C)C)C1=CC=C(C=C1)N1CCOCC1 9-(tert-butyl) 3-methyl (3R)-2-benzyl-1-(4-morpholinophenyl)-1,2,3,4-tetrahydro-9H-pyrido[3,4-b]indole-3,9-dicarboxylate